N(=C=O)CC1=C(C=CC=C1)OC1=C(C=CC=C1)CN=C=O bis(isocyanatomethylphenyl) ether